OC=1C=C(C(=O)O[C@H]2CC3=CC=CC(=C3C[C@H]2C2=CC(=C(C(=C2)O)O)O)O)C=C(C1O)O (2S,3S)-5-hydroxy-3-(3,4,5-trihydroxyphenyl)-1,2,3,4-tetrahydronaphthalen-2-yl 3,4,5-trihydroxybenzoate